1,1-bis(4-aminophenyl)-1-trifluoromethyl-ethane NC1=CC=C(C=C1)C(C)(C(F)(F)F)C1=CC=C(C=C1)N